O(C)N[C@@H](CC(C)C)C(=O)O methoxyl-leucine